COC(C(C1=CC=CC=C1)=C1N(S(C2=C1C=C(C=C2)OC)(=O)=O)C)=O 2-(5-methoxy-2-methyl-1,1-dioxobenzisothiazol-3(2H)ylidene)-2-phenylacetic acid methyl ester